trimethyl-(dimethylphenylsilyl-cyclopentadienyl)cyclopentadienyl-platinum (IV) CC1=C(C(C=C1)([Pt+2]C1(C=CC=C1)[Si](C1=CC=CC=C1)(C)C)C)C